((3R,3'R)-3'-hydroxy-2,4-dihydro-1H-spiro[isoquinoline-3,4'-piperidin]-1'-yl)(8-(tetrahydrofuran-3-yl)-6-(trifluoromethyl)imidazo[1,2-a]pyridin-2-yl)methanone O[C@@H]1CN(CC[C@@]12NCC1=CC=CC=C1C2)C(=O)C=2N=C1N(C=C(C=C1C1COCC1)C(F)(F)F)C2